2-[bis[3-(trimethoxysilyl)propyl]amino]ethanol CO[Si](CCCN(CCO)CCC[Si](OC)(OC)OC)(OC)OC